C1N(C[C@H]2[C@@H]1CC(C2)C(=O)OC)C(=O)OCC2=CC=CC=C2 2-benzyl 5-methyl (3aR,5r,6aS)-hexahydrocyclopenta[c]pyrrole-2,5(1H)-dicarboxylate